(3-(((6-Chloropyrimidin-4-yl)oxy)methyl)bicyclo[1.1.1]pentan-1-yl)(5-(3,5-difluorophenyl)-4,5-dihydro-1H-pyrazol-1-yl)methanone ClC1=CC(=NC=N1)OCC12CC(C1)(C2)C(=O)N2N=CCC2C2=CC(=CC(=C2)F)F